COC(=O)C=1SC=C(C1NC(C[N+]1(CCC(CC1)(C)C)CC(NC1(CC1)C1=NC=CC=N1)=O)=O)C 1-(2-((2-(methoxycarbonyl)-4-methylthiophen-3-yl)amino)-2-oxoethyl)-4,4-dimethyl-1-(2-oxo-2-((1-(pyrimidin-2-yl)cyclopropyl)amino)ethyl)piperidin-1-ium